2-Decyl tetradecyl ether C(CCCCCCCCCCCCC)OC(C)CCCCCCCC